5-methylsulfonyl-4-oxo-1-[4-(trifluoromethoxy)phenyl]cinnoline-3-carboxylic acid 4-benzyloxybutyl ester C(C1=CC=CC=C1)OCCCCOC(=O)C1=NN(C2=CC=CC(=C2C1=O)S(=O)(=O)C)C1=CC=C(C=C1)OC(F)(F)F